COC1=C(C=CC(=C1)S(=O)(=O)C)NC1=NC=C2C=CN=C(C2=C1)C=1C(=C2C=NN(C2=CC1)CC(C)(O)C)C 1-(5-(7-((2-methoxy-4-(methylsulfonyl)phenyl)amino)-2,6-naphthyridin-1-yl)-4-methyl-1H-indazol-1-yl)-2-methylpropan-2-ol